2-(1-cyclopropylethyl)-4-fluoro-6-(2-methoxypyridin-4-yl)aniline C1(CC1)C(C)C1=C(N)C(=CC(=C1)F)C1=CC(=NC=C1)OC